C[C@@](CN)(O)[C@@H](O)[C@H](O)[C@H](O)CO 2-methyl-D-glucamine